N=1NC=C2C=CC(=CC12)N 2H-indazol-6-amine